2'-[6-amino-5-(difluoromethoxy)pyridin-3-yl]-N-[2-(pyridin-4-yl)propan-2-yl]-5',6'-dihydrospiro[azetidine-3,4'-pyrrolo[1,2-b]pyrazole]-1-carboxamide NC1=C(C=C(C=N1)C=1C=C2N(N1)CCC21CN(C1)C(=O)NC(C)(C)C1=CC=NC=C1)OC(F)F